C(=C)CC1C(N=[C-]O1)=O Vinyl-Methyl-Oxazolidone